(5E,9Z)-6,10-dimethyl-11-oxoundeca-5,9-dien-2-yl acetate Manganese [Mn].C(C)(=O)OC(C)CC\C=C(\CC\C=C(/C=O)\C)/C